FC1=CC=C(C=C1)C(N1[C@@H](CN([C@H](C1)C)C=1C=2N=C(N(C2N2C(N1)=NN=C2)C[C@H]2OCCC2)C)[C@@H](C)O)C2=CC=C(C=C2)F (R)-1-((2S,5S)-1-(bis(4-fluorophenyl)methyl)-5-methyl-4-(2-methyl-1-(((S)-tetrahydrofuran-2-yl)methyl)-1H-[1,2,4]triazolo[3,4-b]purin-4-yl)piperazin-2-yl)ethan-1-ol